ClC=1C=C(NC1)C1=NC(=NO1)[C@H]1CC[C@H]2CSC3=C(C(N2C1)=O)C=CC=C3 (6aS,9S)-9-[5-(4-chloro-1H-pyrrol-2-yl)-1,2,4-oxadiazol-3-yl]-6,6a,7,8,9,10-hexahydro-12H-pyrido[2,1-c][1,4]benzothiazepin-12-one